5,12-dihydroquinoxalino(2,3-B)quinoxaline C1=CC=CC=2NC=3C(=NC4=CC=CC=C4N3)NC12